methyl (R)-2-methyl-1-(1-phenylethyl)-4,5-dihydro-1H-pyrrole-3-carboxylate CC=1N(CCC1C(=O)OC)[C@H](C)C1=CC=CC=C1